ClC1=C2C(=NC=C1)C=CN2C 7-chloro-1-methyl-1H-pyrrolo[3,2-b]pyridine